C=1(C(=CC=CC1)C(=O)C=1C=C(C(=O)OO)C=CC1)C M-toluoyl-peroxybenzoic acid